CC1=C(C(=S)O)C=CC(=C1C1=NOCC1)C 2-methyl-3-(4,5-dihydroisoxazol-3-yl)-4-methylthiobenzoic acid